5-chloro-2-fluoro-4-(octahydro-2,7-naphthyridin-2(1H)-yl)-N-(thiazol-2-yl)benzenesulfonamide ClC=1C(=CC(=C(C1)S(=O)(=O)NC=1SC=CN1)F)N1CC2CNCCC2CC1